3-[6-Chloro-3-[[(1R)-1-[3-iodo-6-methyl-4-oxo-2-(2-pyridyl)chromen-8-yl]ethyl]amino]-2-pyridyl]-4H-1,2,4-oxadiazol-5-one ClC1=CC=C(C(=N1)C1=NOC(N1)=O)N[C@H](C)C=1C=C(C=C2C(C(=C(OC12)C1=NC=CC=C1)I)=O)C